COC=1C=CC=2C3=C(N=NC2C1)NC(N3CC3=CC=C(C=C3)S(=O)(=O)N)=O 4-((7-methoxy-2-oxo-2,3-dihydro-1H-imidazo[4,5-c]cinnolin-1-yl)methyl)benzenesulfonamide